C1(=CC=CC=C1)P(C=1[C-](C=CC1)[C@@H](C)P(C1CCCCC1)C1CCCCC1)C1=CC=CC=C1.[CH-]1C=CC=C1.[Fe+2] (R)-1-{2-[diphenylphosphino]ferrocenyl}ethyldicyclohexylphosphine